[Fe](Cl)Cl Iron (ii) chloride